(3,5-di-tert-butyl-4-hydroxy-phenyl)-propionic acid C(C)(C)(C)C=1C=C(C=C(C1O)C(C)(C)C)C(C(=O)O)C